7-formyl-N-(4-isopropoxy-5-(pyridin-2-ylethynyl)pyridin-2-yl)-6-((4-methyl-2-oxopiperazin-1-yl)methyl)-3,4-dihydro-1,8-naphthyridine-1(2H)-carboxamide C(=O)C1=C(C=C2CCCN(C2=N1)C(=O)NC1=NC=C(C(=C1)OC(C)C)C#CC1=NC=CC=C1)CN1C(CN(CC1)C)=O